NC1=NC=NC=2N(C3=CC(=C(C=C3C21)OC)F)CC(=O)O 2-(4-amino-7-fluoro-6-methoxy-9H-pyrimido[4,5-b]indol-9-yl)acetic acid